tert-Butyl 8-[(3R)-1-ethoxy-1-oxopentan-3-yl]-2,4-dihydro-1,3-benzoxazine-3-carboxylate C(C)OC(C[C@@H](CC)C1=CC=CC=2CN(COC21)C(=O)OC(C)(C)C)=O